C1(=CC=CC=C1)S(=O)(=O)C(C(=O)O)(CC)C 2-(benzenesulfonyl)-2-methylbutanoic acid